5-(1-methyl-1H-pyrazol-4-yl)-3-(pyrazolo[1,5-a]pyrimidin-2-yl)thieno[3,2-b]pyridine CN1N=CC(=C1)C1=CC=C2C(=N1)C(=CS2)C2=NN1C(N=CC=C1)=C2